2,3-dimethyl-3-benzyl-3H-indole CC1=NC2=CC=CC=C2C1(CC1=CC=CC=C1)C